(1R,3S,5S)-3-((7-((5-methyl-1H-pyrazol-3-yl)amino)-3-(methylsulfonyl)-1,6-naphthyridin-5-yl)amino)-8-azabicyclo[3.2.1]octane-8-carboxylic acid tert-butyl ester C(C)(C)(C)OC(=O)N1[C@H]2CC(C[C@@H]1CC2)NC2=C1C=C(C=NC1=CC(=N2)NC2=NNC(=C2)C)S(=O)(=O)C